N-ethyl-2-(6-fluoro-5-methoxy-1-(tetrahydro-2H-pyran-2-yl)-1H-indazol-3-yl)-N-methylethan-1-amine C(C)N(CCC1=NN(C2=CC(=C(C=C12)OC)F)C1OCCCC1)C